1-(4-(5-fluoro-3-methylpyridin-2-yl)-3-methylpiperazin-1-yl)-4-(quinolin-5-yl)butan-1-one FC=1C=C(C(=NC1)N1C(CN(CC1)C(CCCC1=C2C=CC=NC2=CC=C1)=O)C)C